4-(8-(2-(3-bromoprop-1-yn-1-yl)pyridin-4-yl)-3,8-diazabicyclo[3.2.1]oct-3-yl)-6-(2-(methoxymethoxy)phenyl)pyridazin-3-amine BrCC#CC1=NC=CC(=C1)N1C2CN(CC1CC2)C2=C(N=NC(=C2)C2=C(C=CC=C2)OCOC)N